N,N-dimethyl-myristyl-amine oxide C[N+](C)(CCCCCCCCCCCCCC)[O-]